C(C)C1=CC=C(C=C1)C1=CC=C(C=C1)CCC 4-ethyl-4'-propylbiphenyl